N-(tert-Butyl)-2-((1-(2-(1-(4-chlorophenyl)-2,5-dimethyl-1H-pyrrol-3-yl)-2-oxoethyl)piperidin-4-yl)oxy)acetamide C(C)(C)(C)NC(COC1CCN(CC1)CC(=O)C1=C(N(C(=C1)C)C1=CC=C(C=C1)Cl)C)=O